octane-4-carboxylate CCCC(CCCC)C(=O)[O-]